C(=O)(O)CC=1N=C(SC1C)[Na] 4-(carboxymethyl)-5-methyl-1,3-thiazol-2-yl-sodium